8-(4-(2-(2,6-Dioxopiperidin-3-yl)-1,3-dioxoisoindolin-4-yl)piperazin-1-yl)octanal O=C1NC(CCC1N1C(C2=CC=CC(=C2C1=O)N1CCN(CC1)CCCCCCCC=O)=O)=O